COC1=CC=C(C=C1)C1=CC=C(C=C1)C(F)(F)F 4'-methoxy-4-(trifluoromethyl)-[1,1'-biphenyl]